(S)-ethyl 3-amino-3-(4-chlorophenyl)propanoate hydrochloride Cl.N[C@@H](CC(=O)OCC)C1=CC=C(C=C1)Cl